C(C)(C)(C)OC(=O)NCCC([C@H](C(=O)N1[C@@H](C[C@H](C1)O)C(N[C@@H](C)C1=CC=C(C=C1)C#C)=O)NC(OC1=CC=CC=C1)=O)(C)C phenyl N-[(1R)-4-(tert-butoxycarbonylamino)-1-[(2S,4R)-2-[[(1S)-1-(4-ethynylphenyl)ethyl]carbamoyl]-4-hydroxy-pyrrolidine-1-carbonyl]-2,2-dimethyl-butyl]carbamate